N(=[N+]=[N-])CC1=C(N=NN1C)C1=CC=C(C(=N1)C)OC[C@@H]1[C@H](CCCC1)C(=O)OC methyl (1S,2S)-2-(((6-(5-(azidomethyl)-1-methyl-1H-1,2,3-triazol-4-yl)-2-methylpyridin-3-yl)oxy)methyl)cyclohexane-1-carboxylate